9-[4-(cyclohexylmethoxy)phenyl]-3,4-dihydropyrido[2,1-c][1,2,4]thiadiazine 2,2-dioxide C1(CCCCC1)COC1=CC=C(C=C1)C1=CC=CN2C1=NS(CC2)(=O)=O